6-amino-5-bromo-2,3-dihydro-1H-inden-1-one NC1=C(C=C2CCC(C2=C1)=O)Br